2-cyanotetrahydrofuran-3,4-diyl bis(2-methylpropanoate) CC(C(=O)OC1C(OCC1OC(C(C)C)=O)C#N)C